2-butyl-4-(3,5-dimethoxy-4-(piperidin-4-ylmethoxy)phenyl)-2,7-naphthyridin-1(2H)-one C(CCC)N1C(C2=CN=CC=C2C(=C1)C1=CC(=C(C(=C1)OC)OCC1CCNCC1)OC)=O